N-(2-(2,6-dioxopiperidin-3-yl)-1,3-dioxoisoindolin-5-yl)furan-2-sulfonamide O=C1NC(CCC1N1C(C2=CC=C(C=C2C1=O)NS(=O)(=O)C=1OC=CC1)=O)=O